C(CCCCCC)OC[C@@H](COCCCCCCCC\C=C/C\C=C/CCCCC)N(C)C (2S)-1-(heptyloxy)-N,N-dimethyl-3-[(9Z,12Z)-octadecane-9,12-dien-1-yloxy]Propan-2-amine